2-(5-chloro-(2H)-benzotriazol-2-yl)-4-methyl-6-(tert-butyl)phenol ClC1=CC=2C(=NN(N2)C2=C(C(=CC(=C2)C)C(C)(C)C)O)C=C1